3,5-difluoro-N-{[4-(N-hydroxycarbamimidoyl)bicyclo[2.2.2]octan-1-yl]methyl}-4-[(4-methoxyphenyl)methoxy]benzamide FC=1C=C(C(=O)NCC23CCC(CC2)(CC3)C(NO)=N)C=C(C1OCC1=CC=C(C=C1)OC)F